N-(4-(7-(((1r,4r)-4-(dimethylamino)cyclohexyl)amino)-1-isopropyl-2-oxo-1,4-dihydropyrimido[4,5-d]pyrimidin-3(2H)-yl)-2-fluorophenyl)-4-fluorobenzenesulfonamide CN(C1CCC(CC1)NC1=NC=C2C(=N1)N(C(N(C2)C2=CC(=C(C=C2)NS(=O)(=O)C2=CC=C(C=C2)F)F)=O)C(C)C)C